OC1=C(C=CC=C1)C=1N=NC2=CC(=CC=C2C1)N1CC2(CN(C2)C2=NOC(=C2)C(C(=O)O)C(C)C)C1 2-(3-{6-[3-(2-hydroxyphenyl)cinnolin-7-yl]-2,6-diazaspiro[3.3]heptan-2-yl}-1,2-oxazol-5-yl)-3-methylbutanoic acid